carbamic acid copper salt [Cu+2].C(N)([O-])=O.C(N)([O-])=O